O1CCC(CC1)C(=O)Cl tetrahydro-2H-pyran-4-Carbonyl chloride